C(C)(C)(C)OC(=O)N1CC(CC1)C(=O)O 1-[(tert-butyl)oxycarbonyl]pyrrolidine-3-carboxylic acid